FC(C=1C=NC(=NC1)N1CCN(CC1)C(=O)C1CNC1)(F)F [4-[5-(Trifluoromethyl)pyrimidin-2-yl]piperazin-1-yl](azetidin-3-yl)methanone